CC1=C(CNC=2C=3N(C=C(C2)N2C(CC2)=O)C(=C(N3)C)C)C(=CC=C1)C 1-(8-((2,6-dimethylbenzyl)amino)-2,3-dimethylimidazo[1,2-a]pyridin-6-yl)azetidin-2-one